N12C[C@@H](C(CC1)CC2)NC(=O)C=2C=1C[C@@H]3[C@H](C1N(N2)C2=C(C=C(C=C2)F)F)C3 (1aR,5aR)-2-(2,4-Difluoro-phenyl)-1a,2,5,5a-tetrahydro-1H-2,3-diaza-cyclopropa[a]pentalene-4-carboxylic acid (3R)-(1-aza-bicyclo[2.2.2]oct-3-yl)-amide